CN1N=C(C(=N1)C)C1=CC(=CC=C1)[N+](=O)[O-] 2,4-dimethyl-5-(3-nitro-phenyl)-2H-1,2,3-triazole